C(CCC)[Si](OC)(CCCC)CCCC Trin-butyl-monomethoxysilane